N-(2-(4-(4-cyclobutylpiperazine-1-yl)piperidine-1-yl)-5-((6-((R)-3-(4-fluorophenyl)isoxazolidine-2-yl)pyrimidine-4-yl)amino)-4-methoxyphenyl)acrylamide C1(CCC1)N1CCN(CC1)C1CCN(CC1)C1=C(C=C(C(=C1)OC)NC1=NC=NC(=C1)N1OCC[C@@H]1C1=CC=C(C=C1)F)NC(C=C)=O